5-(3-cyclopropylphenoxy)-N-[2-(2,4-dichlorophenyl)-2-fluoro-ethyl]pyrazolo[1,5-b]pyridazine-4-carboxamide C1(CC1)C=1C=C(OC2=C(C=3N(N=C2)N=CC3)C(=O)NCC(F)C3=C(C=C(C=C3)Cl)Cl)C=CC1